2-(4-hydroxymethyl-phenyl)-4-(4-hydroxybutyl)-1,3,2-dioxaborole OCC1=CC=C(C=C1)B1OC=C(O1)CCCCO